4-(4-fluorophenyl)-2-(4-methylsulfonylphenyl)-5-(4-pyridyl)-1H-imidazole FC1=CC=C(C=C1)C=1N=C(NC1C1=CC=NC=C1)C1=CC=C(C=C1)S(=O)(=O)C